(3aR,11aS)-6,10-dimethyl-1-(6-methyl-4-(trifluoromethyl)pyridin-2-yl)-5-(4-nitrobenzyl)-1,3a,4,5,10,11a-hexahydro-2H-benzo[b]pyrrolo[2,3-f][1,4]diazocine-2,11(3H)-dione CC1=CC=CC2=C1N(C[C@@H]1[C@@H](C(N2C)=O)N(C(C1)=O)C1=NC(=CC(=C1)C(F)(F)F)C)CC1=CC=C(C=C1)[N+](=O)[O-]